3-Hydroxy-3-methylazepane-1-carboxylic acid tert-butyl ester C(C)(C)(C)OC(=O)N1CC(CCCC1)(C)O